tert-butyl 3-[4-(4-phenoxyanilino)pyrido[3,2-d]pyrimidin-6-yl]azetidine-1-carboxylate O(C1=CC=CC=C1)C1=CC=C(NC=2C3=C(N=CN2)C=CC(=N3)C3CN(C3)C(=O)OC(C)(C)C)C=C1